(1R,3S)-3-[3-({[3-methyl-2-(methylsulfonyl)phenyl]acetyl} amino)-1H-pyrazol-5-yl]cyclopentyl (2S)-butan-2-ylcarbamate C[C@@H](CC)NC(O[C@H]1C[C@H](CC1)C1=CC(=NN1)NC(CC1=C(C(=CC=C1)C)S(=O)(=O)C)=O)=O